CC(CC[C@@H](C(=O)O)NC1=NC(=CN=C1)OC1=CC=CC=C1)(C)C (S)-5,5-dimethyl-2-(6-phenoxy-2-pyrazinylamino)hexanoic acid